1-[2-(aminomethyl)-3,3-difluoro-allyl]-4-[4-(1,3-benzodioxol-5-yl)-2-thienyl]tetrazol-5-one trifluoroacetate FC(C(=O)O)(F)F.NCC(CN1N=NN(C1=O)C=1SC=C(C1)C1=CC2=C(OCO2)C=C1)=C(F)F